CC1(OOCCC1)C 4,4-dimethyl-2,3-dioxane